N-(4-(1H-pyrazol-1-yl)benzyl)-N-(3-methoxybenzyl)-4-((2-(3-methoxybenzyloxy)ethoxy)methyl)thiazol-2-amine N1(N=CC=C1)C1=CC=C(CN(C=2SC=C(N2)COCCOCC2=CC(=CC=C2)OC)CC2=CC(=CC=C2)OC)C=C1